[Pt].CC1(C(N(C2=CC(=CC=C12)[N+](=O)[O-])CC1CN(C1)C1=CC=CC=C1)=O)C 3,3-dimethyl-6-nitro-1-((1-phenylazetidin-3-yl)methyl)indolin-2-one platinum